(4-((pyridin-3-yl)methylamino)-6-((2-(pyrrolidin-1-yl)ethyl)amino)-1,3,5-triazine-2-yl)-L-lysine methyl ester COC([C@@H](NC1=NC(=NC(=N1)NCC=1C=NC=CC1)NCCN1CCCC1)CCCCN)=O